9,10-bis(2,3-dimethylbenzyloxy)anthracene tert-Butyl-4-(bromomethyl)benzoate C(C)(C)(C)OC(C1=CC=C(C=C1)CBr)=O.CC1=C(COC=2C3=CC=CC=C3C(=C3C=CC=CC23)OCC2=C(C(=CC=C2)C)C)C=CC=C1C